C(C)C1=NC(=NO1)C1=CC2=C([C@@H](CO2)NC(=O)C=2C(=NOC2)C)C=C1 (S)-N-(6-(5-ethyl-1,2,4-oxadiazol-3-yl)-2,3-dihydrobenzofuran-3-yl)-3-methylisoxazole-4-carboxamide